5-(4-cyclopropyl-6-methoxypyrimidin-5-yl)-1-methyl-3-(4-(1-methyl-4-(trifluoromethyl)-1H-imidazol-2-yl)benzyl)-1H-pyrazolo[4,3-d]pyrimidine C1(CC1)C1=NC=NC(=C1C=1N=CC2=C(N1)C(=NN2C)CC2=CC=C(C=C2)C=2N(C=C(N2)C(F)(F)F)C)OC